N1(CCC=2C1=CN=CC2)C(=O)C2=CN1C=3C=CC=CC3SC1=N2 4-{1H,2H,3H-pyrrolo[2,3-c]pyridine-1-carbonyl}-7-thia-2,5-diazatricyclo[6.4.0.02,6]dodeca-1(8),3,5,9,11-pentaene